thionyl-aniline S(=O)=NC1=CC=CC=C1